C(CC)N(C(OCCCCCCCC)=O)CCC octyl N,N-dipropylcarbamate